(R)-3-(2-(difluoromethoxy)-5-fluoropyridin-4-yl)-1-isopropyl-4,5,6,7-tetrahydro-1H-indazole-6-carboxylic acid FC(OC1=NC=C(C(=C1)C1=NN(C=2C[C@@H](CCC12)C(=O)O)C(C)C)F)F